2-(5-Bromo-1-methyl-1H-pyrazole-4-carbonyl)-N-methylhydrazine-1-carbothioamide BrC1=C(C=NN1C)C(=O)NNC(NC)=S